ClC=1C=C(NC2(CCC3(C(=CC4=CC=CC=C34)\C=C\COCC)CC2)C(=O)O)C=CC1 (1r,4r)-4-(3-chloroanilino)-2'-[(1E)-3-ethoxyprop-1-en-1-yl]spiro[cyclohexane-1,1'-indene]-4-carboxylic acid